N=1C=CN2N=C(C=CC21)N2C[C@@H](CC2)NC2=NN=C(S2)NC([C@@H](C2=CC=CC=C2)OC)=O (R)-N-(5-(((R)-1-(imidazo[1,2-b]pyridazin-6-yl)pyrrolidin-3-yl)amino)-1,3,4-thiadiazol-2-yl)-2-methoxy-2-phenylacetamide